C1(CC1)C1=CC2=C(N=C(N=C2)NC2CCN(CC2)S(=O)(=O)C)C(=N1)C1CC2(C1)OCCN(C2)C(=O)OC(C)(C)C tert-butyl 2-(6-cyclopropyl-2-((1-(methylsulfonyl) piperidin-4-yl) amino) pyrido[3,4-d]pyrimidin-8-yl)-5-oxa-8-azaspiro[3.5]nonane-8-carboxylate